C(C)(C)(C)OC(=O)N1C(C2=C(C=CC(=C2C1)C1=CN=C2N1C=CC(=C2)F)NC2=NC(=C(C=C2)[C@@H]2C[C@@H](CC2)O)CN(C)C)=O 7-((6-((dimethylamino)methyl)-5-((1S,3R)-3-hydroxycyclopentyl)pyridin-2-yl)amino)-4-(7-fluoroimidazo[1,2-a]pyridin-3-yl)-1-oxoisoindoline-2-carboxylic acid tert-butyl ester